C(C)OC(=C)C=1C=CC(=NC1F)NC(C)=O N-(5-(1-ethoxyvinyl)-6-fluoropyridin-2-yl)acetamide